[2-(4-acetyl-phenylamino)-5-methyl-pyrimidin-4-ylamino]-3H-benzooxazol-2-one C(C)(=O)C1=CC=C(C=C1)NC1=NC=C(C(=N1)NN1C(OC2=C1C=CC=C2)=O)C